3-(3,4-difluorophenyl)propan-2-ynoic acid FC=1C=C(C=CC1F)C#CC(=O)O